C(#N)C1=CC=C(CS(=NC(C2=CC(=CC=C2)C2=NOC(=N2)C(F)(F)F)=O)(=O)C)C=C1 N-((4-cyanobenzyl)(methyl)(oxo)-λ6-sulfaneylidene)-3-(5-(trifluoromethyl)-1,2,4-oxadiazol-3-yl)benzamide